C(C)(=O)OC[C@H]1O[C@H]([C@H]([C@H]([C@@H]1OC(C)=O)OC(C)=O)NC(C)=O)OC1=C(C(=CC(=C1)OC)OC)C(\C=C\C1=CC=C(C=C1)OC)=O [(2R,3S,4R,5S,6S)-5-Acetamido-3,4-diacetyloxy-6-[3,5-dimethoxy-2-[(E)-3-(4-methoxyphenyl)prop-2-enoyl]phenoxy]oxan-2-yl]methyl acetate